gamma-Mercaptopropyl-trimethoxysilan SCCC[Si](OC)(OC)OC